Cl.FC(C(C)N)F 1,1-difluoropropan-2-amine hydrochloride